ClC1=C2C=C(C(=NC2=NC(=C1)C)OC)C1=CC=C(C=C1)F 5-chloro-3-(4-fluorophenyl)-2-methoxy-7-methyl-1,8-naphthyridine